ClC=1C=2C(N=C3N(C2C=CC1)C1=CC(=CC=C1C3(C)C)C3CCN(CC3)CCCCNC([O-])=O)=O (4-(4-(4-chloro-7,7-dimethyl-5-oxo-5,7-dihydroindolo[1,2-a]quinazolin-10-yl)piperidin-1-yl)butyl)carbamate